tert-butyl 2-imidazo[1,2-a]pyridin-7-ylpyrrolidine-1-carboxylate N=1C=CN2C1C=C(C=C2)C2N(CCC2)C(=O)OC(C)(C)C